C(C)(C)(C)OC(=O)N1C[C@H](N(CC1)C=1C=CC(=NC1C(=O)O)C=1C(=NC=CC1)OCC)CC (R)-5-(4-(tert-butoxycarbonyl)-2-ethylpiperazin-1-yl)-2'-ethoxy-[2,3'-bipyridine]-6-carboxylic acid